C[C@@H]1N([C@@H](CC1)C)C(=O)N[C@H](C(=O)O)CCCCCCCC1=NC=2NCCCC2C=C1 (S)-2-((2S,5r)-2,5-dimethylpyrrolidine-1-carboxamido)-9-(5,6,7,8-tetrahydro-1,8-naphthyridin-2-yl)nonanoic acid